1-(cyclobutanecarbonyl)-N-(naphthalen-2-ylmethyl)-4-(phenylsulfonyl)piperazine-2-carboxamide C1(CCC1)C(=O)N1C(CN(CC1)S(=O)(=O)C1=CC=CC=C1)C(=O)NCC1=CC2=CC=CC=C2C=C1